FC(CNS(=O)(=O)N)F N-(2,2-difluoroethyl)sulfamide